13-(3-(3,4-difluorophenyl)ureido)tridecanoic acid FC=1C=C(C=CC1F)NC(NCCCCCCCCCCCCC(=O)O)=O